(2S,4r)-1-[(2S)-2-(4-cyclopropyl-triazol-1-yl)-3,3-dimethyl-butyryl]-4-hydroxy-N-[1-methyl-2-(2-methylindolin-1-yl)-2-oxo-ethyl]pyrrolidine-2-carboxamide C1(CC1)C=1N=NN(C1)[C@H](C(=O)N1[C@@H](C[C@H](C1)O)C(=O)NC(C(=O)N1C(CC2=CC=CC=C12)C)C)C(C)(C)C